C(C)(C)(C)OC(=O)O[C@@H]1[C@H]([C@H](N(C1)C(=O)OC(C)(C)C)CC1=CC=C(C=C1)OC)OC(CC(F)(F)F)=O tert-butyl (2R,3S,4S)-4-[(tert-butoxycarbonyl)oxy]-2-[(4-methoxyphenyl)methyl]-3-[(3,3,3-trifluoropropanoyl) oxy]pyrrolidine-1-carboxylate